5-benzyl-3-(2-(1-(3-(2,4-difluorophenyl)-4-oxo-3,4-dihydrophthalazin-1-yl)piperidin-3-yl)-2-methylpropanoyl)oxazolidin-2-one C(C1=CC=CC=C1)C1CN(C(O1)=O)C(C(C)(C)C1CN(CCC1)C1=NN(C(C2=CC=CC=C12)=O)C1=C(C=C(C=C1)F)F)=O